C1(=CC=CC=C1)[C@H]1CC[C@H](CC1)OC[C@@H]1NCC[C@@H]1NC(OC(C)(C)C)=O tert-butyl ((CIS)-2-((((CIS)-4-phenylcyclohexyl)oxy)methyl)pyrrolidin-3-yl)carbamate